9-bromo-3-(2,6-difluoro-3,5-dimethoxyphenyl)-1-methyl-1,3,4,7-tetrahydro-2H-pyrazolo[4',3':5,6]pyrido[4,3-d]pyrimidin-2-one BrC1=NNC2=C1C=1N(C(N(CC1C=N2)C2=C(C(=CC(=C2F)OC)OC)F)=O)C